FC1=CC=C(C(=O)NC(C)C=2N=C3CCCN(C3=CC2)C(=O)OCCC2=CC(=C(C=C2)Cl)Cl)C=C1 3,4-dichlorophenethyl 6-(1-(4-fluorobenzamido)ethyl)-3,4-dihydro-1,5-naphthyridine-1(2H)-carboxylate